CN1C([C@H](N(CCC1)CCOC1=CC=C(C=C1)B1OC(C(O1)(C)C)(C)C)C)=O (R)-1,3-dimethyl-4-{2-[4-(4,4,5,5-tetramethyl-1,3,2-dioxaborolan-2-yl)phenoxy]ethyl}-1,4-diazepan-2-one